2-[4-[4-[[(3R)-2,6-dioxo-3-piperidinyl]amino]phenyl]-1-piperidinyl]acetic acid trifluoroacetate salt FC(C(=O)O)(F)F.O=C1NC(CC[C@H]1NC1=CC=C(C=C1)C1CCN(CC1)CC(=O)O)=O